[C@H]12CN(C[C@H](CC1)N2)C2=NC(=NC1=C(C(=CC=C21)C2=C(NC1=CC=CC=C21)C)F)OCC21CCCN1CCC2 4-((1R,5S)-3,8-diazabicyclo[3.2.1]octan-3-yl)-8-fluoro-7-(2-methyl-1H-indol-3-yl)-2-((tetrahydro-1H-pyrrolizin-7a(5H)-yl)methoxy)quinazoline